Diphenyl ditelluride C1(=CC=CC=C1)[Te][Te]C1=CC=CC=C1